ClC=1C=CC(=C2C=NN(C(C12)=O)C)CC1CC2(CN(C2)CCNC2=CC(N(C=C2F)C)=O)C1 8-chloro-5-((2-(2-((5-fluoro-1-methyl-2-oxo-1,2-dihydropyridin-4-yl)amino)ethyl)-2-azaspiro[3.3]heptan-6-yl)methyl)-2-methylphthalazin-1(2H)-one